N(=[N+]=[N-])CCOCCOCCOCCOC[C@@]12[C@H]3[C@@H]([C@H]([C@@H](OC1)O2)NC2=NC(=NS2)Cl)OC(O3)(C)C N-((3aR,4S,7S,8R,8aR)-4-(13-azido-2,5,8,11-tetraoxatridecyl)-2,2-dimethylhexahydro-4,7-epoxy[1,3]dioxolo[4,5-d]oxepin-8-yl)-3-chloro-1,2,4-thiadiazol-5-amine